4-[[5-(4,4,5,5-tetramethyl-1,3,2-dioxaborolan-2-yl)-1,3-benzothiazol-2-yl]methyl]morpholine CC1(OB(OC1(C)C)C=1C=CC2=C(N=C(S2)CN2CCOCC2)C1)C